C(C)OC(=O)C1(CC1)C=1C(=NC(=NC1)SC)Cl (4-chloro-2-(methylthio)pyrimidin-5-yl)cyclopropane-1-carboxylic acid ethyl ester